(2R,4S,5R)-5-(4-amino-1H-pyrazolo[3,4-d]pyrimidine-1-yl)-2-(hydroxymethyl)tetrahydrofuran-3-ol NC1=C2C(=NC=N1)N(N=C2)[C@H]2CC([C@H](O2)CO)O